COC(COC1=CC(=CC=C1)CN1C(C=CC(=C1)C=1C(=NOC1C)C)=O)=O.C(C)(C)C=1C=C(C=C(C1NC(C)=O)C(=C)C1=CC=CC=C1)C1=CC=CC=C1 N-(3-isopropyl-5-(1-phenylethenyl)-[1,1'-biphenyl]-4-yl)acetamide methyl-2-(3-{[5-(3,5-dimethyl-1,2-oxazol-4-yl)-2-oxo-1,2-dihydropyridin-1-yl]methyl}phenoxy)acetate